N-(4-(3-phenylisoxazolidin-2-yl)-5-(trifluoromethyl)pyrimidin-2-yl)-4-(piperidin-4-yl)Thiazol-2-amine C1(=CC=CC=C1)C1N(OCC1)C1=NC(=NC=C1C(F)(F)F)NC=1SC=C(N1)C1CCNCC1